3-Bromo-4-chloro-2-fluorobenzonitrile BrC=1C(=C(C#N)C=CC1Cl)F